CCCCCCCCCCCCCCCC(=O)OC(COC(=O)CCCCCCC/C=C\\C/C=C\\C/C=C\\CC)COP(=O)(O)OCC(CO)O The molecule is a phosphatidylglycerol (18:3/16:0) in which the 1- and 2-acyl groups are specified as alpha-linolenoyl and hexadecanoyl respectoively. It has a role as a Brassica napus metabolite. It derives from an alpha-linolenic acid and a hexadecanoic acid.